ClC1=CC=C(C=C1)C=1N=C2N(C=CC=C2)C1CN1CCN(CC1)C(=O)C1=NC(=CC=C1)OCC(F)(F)F (4-{[2-(4-chlorophenyl)imidazo[1,2-a]pyridin-3-yl]methyl}piperazin-1-yl)[6-(2,2,2-trifluoroethoxy)pyridin-2-yl]methanone